C\C(=C/CCC#C)\CCC=C(C)C (e)-6,10-dimethylundeca-5,9-dien-1-yne